COC1=CC=C(C=C1)CNC1CC(NC1)C(=O)NC 4-{[(4-methoxyphenyl)methyl]Amino}-N-methylpyrrolidine-2-carboxamide